C(C)C=1N=C2SC(=NN2C1N(C=1SC(=C(N1)C1=CC=C(C=C1)F)C#N)C)C1CCN(CC1)S(=O)(=O)C 2-{[6-ethyl-2-(1-(methylsulfonyl)piperidin-4-yl)imidazo[2,1-b][1,3,4]thiadiazol-5-yl](methyl)amino}-4-(4-fluorophenyl)-thiazole-5-carbonitrile